CN1[C@H](CCC1=O)C(=O)NC1=CC(=CC=2CCOC21)O[C@@H]2CC[C@@H](CC2)C(F)(F)F (R)-1-methyl-5-oxo-N-(5-(((cis)-4-(trifluoromethyl)cyclohexyl)oxy)-2,3-dihydrobenzofuran-7-yl)pyrrolidine-2-carboxamide